FC1=C(C=CC=C1F)NC(C(=O)N1CC2(CC2)C[C@H]1C(=O)N[C@@H](C[C@H]1C(NCC1)=O)C(COC(F)(F)F)=O)=O (S)-5-(2-((2,3-difluorophenyl)amino)-2-oxoacetyl)-N-((S)-3-oxo-1-((S)-2-oxopyrrolidin-3-yl)-4-(trifluoromethoxy)butan-2-yl)-5-azaspiro[2.4]heptane-6-carboxamide